5-(1H-benzimidazol-2-yl)-1-[(4-methoxyphenyl)-methyl]pyrazol-3-amine N1C(=NC2=C1C=CC=C2)C2=CC(=NN2CC2=CC=C(C=C2)OC)N